OC1=CC2=CC=C3C=C(C=C4C=CC(=C1)C2=C43)O 2,7-Dihydroxypyrene